6-((3S,4R)-3-aminotetrahydro-2H-pyran-4-yl)-7-bromo-2-chloro-N-(furan-2-ylmethyl)thieno[3,2-d]pyrimidin-4-amine formate C(=O)O.N[C@@H]1COCC[C@H]1C1=C(C=2N=C(N=C(C2S1)NCC=1OC=CC1)Cl)Br